methyl((1-((2-(3,5-dichlorophenyl)-6-((6-(piperazin-1-yl)pyridin-3-yl)oxy) pyridin-4-yl)methyl)piperidin-4-yl)methyl)carbamate COC(NCC1CCN(CC1)CC1=CC(=NC(=C1)OC=1C=NC(=CC1)N1CCNCC1)C1=CC(=CC(=C1)Cl)Cl)=O